C(CCCCCCCCC)OC(C)COC(C)COC(C)CO tripropylene glycol mono-decyl ether